azaisoleucine NN([C@@H](C)CC)C(=O)O